FC1=C(C=CC(=C1C)C)C=1NC(C=2N(C1)N=C(C2)C(=O)O)=O 6-(2-Fluoro-3,4-dimethylphenyl)-4-oxo-4,5-dihydropyrazolo[1,5-a]pyrazine-2-carboxylic acid